C(C1=CC=CC=C1)OC(=O)N1CCC(CC1)(CO)F 4-fluoro-4-(hydroxymethyl)piperidine-1-carboxylic acid benzyl ester